COC=1C(=NC(=NC1)C=C)C1=NC=2C=CC3=C(C2C=C1)C1=C(S3)C(N[C@@H](CN1)C)=O (R)-3-(5-methoxy-2-vinylpyrimidin-4-yl)-10-methyl-9,10,11,12-tetrahydro-8H-[1,4]diazepino[5',6':4,5]thieno[3,2-f]quinolin-8-one